8-(4-(4-Cyclopropylphenoxy)piperidin-1-yl)-5-methyl-6-oxo-5,6-dihydro-1,5-naphthyridin-2-carbonitril C1(CC1)C1=CC=C(OC2CCN(CC2)C2=CC(N(C=3C=CC(=NC23)C#N)C)=O)C=C1